4-(1-(1-(2-fluoroacryloyl)azetidin-3-yl)-3-(4-(trifluoromethyl)phenyl)-1H-pyrazolo[4,3-b]pyridin-7-yl)cyclohex-3-ene-1-carboxamide FC(C(=O)N1CC(C1)N1N=C(C2=NC=CC(=C21)C2=CCC(CC2)C(=O)N)C2=CC=C(C=C2)C(F)(F)F)=C